2-(3,5-Diisopropyl-2-methylpyridin-4-yl)acetic acid C(C)(C)C=1C(=NC=C(C1CC(=O)O)C(C)C)C